OC1CCC(CC1)NC1=CC=CC2=CC=CC=C12 N-(4-hydroxycyclohexyl)-1-naphthylamine